C(#N)C1(CN(C1)C=1C=C(C=2N(C1)N=CC2C#N)C=2C=NC(=CC2)N2CC1N(C(C2)C1)CC=1C=NC(=C(C1)F)OC)C 6-(3-cyano-3-methylazetidin-1-yl)-4-(6-(6-((5-fluoro-6-methoxypyridin-3-yl)methyl)-3,6-diazabicyclo[3.1.1]heptan-3-yl)pyridin-3-yl)pyrazolo[1,5-a]pyridine-3-carbonitrile